C1(=CC=CC=C1)N1N=CC=2C1=NC=C(N2)C(=O)N2CC(CCC2)COC=2C(=NC=CC2)C(F)(F)F (1-phenyl-1H-pyrazolo[3,4-b]pyrazin-5-yl)(3-(((2-(trifluoromethyl)pyridin-3-yl)oxy)methyl)piperidin-1-yl)methanone